(S)-N-(6-chloro-4-(1-methoxyethyl)-1,5-naphthyridin-3-yl)-N'-(6-(3-methyl-1H-1,2,4-triazol-1-yl)-5-(trifluoromethyl)pyridin-3-yl)urea ClC=1N=C2C(=C(C=NC2=CC1)NC(=O)NC=1C=NC(=C(C1)C(F)(F)F)N1N=C(N=C1)C)[C@H](C)OC